2-(2,6-dioxopiperidin-3-yl)-4-((2-(1-(9-hydroxynonyl)-1H-1,2,3-triazol-4-yl)propan-2-yl)amino)isoindoline-1,3-dione O=C1NC(CCC1N1C(C2=CC=CC(=C2C1=O)NC(C)(C)C=1N=NN(C1)CCCCCCCCCO)=O)=O